O(C1=CC=CC=C1)C=1C=C(C(C=O)=C(C1)[2H])[2H] 4-phenoxybenzaldehyde-2,6-d2